tert-butyl 2-(5-(2-((2-cyanoethyl) (isopropyl) carbamoyl)-4-fluorophenoxy) pyrimidin-4-yl)-2,7-diazaspiro[3.5]nonane-7-carboxylate C(#N)CCN(C(=O)C1=C(OC=2C(=NC=NC2)N2CC3(C2)CCN(CC3)C(=O)OC(C)(C)C)C=CC(=C1)F)C(C)C